N-methyl-2-methoxypyridinium C[N+]1=C(C=CC=C1)OC